(S)-1-(2-(4-(5-(3-cyano-5-fluorophenyl)-4,5-dihydro-1H-pyrazole-1-carbonyl)piperazin-1-yl)pyrimidin-4-yl)-1H-pyrazole-4-carboxamide C(#N)C=1C=C(C=C(C1)F)[C@@H]1CC=NN1C(=O)N1CCN(CC1)C1=NC=CC(=N1)N1N=CC(=C1)C(=O)N